7-(Cyclohexylamino)-N-(1-(2,6-dioxopiperidin-3-yl)-2-oxo-1,2-dihydrobenzo[cd]indol-6-yl)heptylamide C1(CCCCC1)NC(CCCCCC[NH-])C=1C=2C3=C(C(N(C3=CC1)C1C(NC(CC1)=O)=O)=O)C=CC2